2-methyl-2-(tetrahydropyran-2-yloxymethyl)pyrrolidine-1-carboxylate CC1(N(CCC1)C(=O)[O-])COC1OCCCC1